O=C1NC(CCC1N1C(C2=CC=C(C=C2C1=O)NCCCCC(=O)N1CCN(CC1)C1=CC=C(C=C1)C1=NNC2=C1N=C(N=C2)C2=C(C=CC=C2OC)F)=O)=O 2-(2,6-Dioxopiperidin-3-yl)-5-((5-(4-(4-(5-(2-Fluoro-6-methoxyphenyl)-1H-pyrazolo[4,3-d]pyrimidin-3-yl)phenyl)piperazin-1-yl)-5-oxopentyl)amino)isoindolin-1,3-dion